2-(1-heptylcyclobutyl)acetic acid ethyl ester C(C)OC(CC1(CCC1)CCCCCCC)=O